ClC=1C=C(C=C(C1)Cl)C=1C=C2C(=NC1)NN=C2C(=O)C=2C(=C(C=CC2F)NS(=O)(=O)CCC)F N-(3-(5-(3,5-dichloro-phenyl)-1H-pyrazolo[3,4-b]pyridine-3-carbonyl)-2,4-difluorophenyl)propane-1-sulfonamide